3-methyl-5-(4,4,5,5-tetramethyl-1,3,2-dioxaborolan-2-yl)-N-[4-(trifluoromethyl)phenyl]aniline CC=1C=C(NC2=CC=C(C=C2)C(F)(F)F)C=C(C1)B1OC(C(O1)(C)C)(C)C